N,N-dimethyl-N'-[8-methyl-6-[1-(oxan-2-yl)pyrazolo[4,3-c]pyridine-4-carbonyl]quinolin-5-yl]methanimidamide CN(C=NC1=C2C=CC=NC2=C(C=C1C(=O)C1=NC=CC2=C1C=NN2C2OCCCC2)C)C